1-(3-acetylphenyl)-3-(2-(4-fluorophenyl)-3-(2-methoxyethyl)-4-oxo-3,4-dihydroquinazolin-6-yl)urea C(C)(=O)C=1C=C(C=CC1)NC(=O)NC=1C=C2C(N(C(=NC2=CC1)C1=CC=C(C=C1)F)CCOC)=O